methyl (1-(N-(1-methyl-1H-tetrazol-5-yl)-2-((((2-methyl-2H-tetrazol-5-yl) methyl) thio) methyl)-6-(trifluoromethyl) nicotinamido) ethyl) carbonate C(OC)(OC(C)N(C(C1=C(N=C(C=C1)C(F)(F)F)CSCC=1N=NN(N1)C)=O)C1=NN=NN1C)=O